BrC1=C2CC[C@@H](C2=CC=C1)NC1=C(C=C(C(=N1)OC)C=O)C(F)(F)F 6-[[(1S)-4-Bromoindan-1-yl]amino]-2-methoxy-5-(trifluoromethyl)pyridine-3-carbaldehyde